N-[(6-Amino-2-pyridyl)sulfonyl]-6-(6-isopropoxy-3-pyridyl)-2-[(2R)-2-(trifluoromethyl)pyrrolidin-1-yl]pyridin-3-carboxamid NC1=CC=CC(=N1)S(=O)(=O)NC(=O)C=1C(=NC(=CC1)C=1C=NC(=CC1)OC(C)C)N1[C@H](CCC1)C(F)(F)F